FC1=C2NC(C=NC2=CC=C1CN1CCN(CC1)C=1C=CC(=NC1)C(=O)NC([2H])([2H])[2H])=O 5-(4-((5-fluoro-3-oxo-4H-quinoxalin-6-yl)methyl)piperazin-1-yl)-N-(methyl-d3)Pyridine-2-carboxamide